Cl.C(C1=CC=CC=C1)OC1=C(C=C(C=C1F)F)[C@H]1[C@@H](C1)N (1R,2S)-2-[2-(benzyloxy)-3,5-difluorophenyl]cyclopropan-1-amine hydrochloride